BrC=1C=NN(C1)C1CC(CNC1)(F)F 5-(4-bromopyrazol-1-yl)-3,3-difluoro-piperidine